N-[[6-(4-Butyl-1,4-diazepan-1-yl)-2-pyridyl]sulfonyl]-2-(2,2,4-trimethylpyrrolidin-1-yl)pyridin-3-carboxamid C(CCC)N1CCN(CCC1)C1=CC=CC(=N1)S(=O)(=O)NC(=O)C=1C(=NC=CC1)N1C(CC(C1)C)(C)C